C(C)(C)(C)OC(=O)N1CC2=C(N(C=3C=CC=CC23)C2=NC=CN=C2)CC1 5-(pyrazin-2-yl)-1,3,4,5-tetrahydro-2H-pyrido[4,3-b]indole-2-carboxylic acid tert-butyl ester